N-(4-((4-((2-(2-(aminooxy)ethoxy)ethyl)carbamoyl)phenyl)carbamoyl)benzyl)-N-cyclopropyl-3-oxo-3,4-dihydro-2H-benzo[b][1,4]oxazine-7-carboxamide 2,2,2-trifluoroacetate FC(C(=O)O)(F)F.NOCCOCCNC(=O)C1=CC=C(C=C1)NC(=O)C1=CC=C(CN(C(=O)C=2C=CC3=C(OCC(N3)=O)C2)C2CC2)C=C1